N1N=C(C2=CC=CC=C12)CN1N=CC2=C(C1=O)N(C1=C2SC(=N1)CC1=NNC=C1)C 6-((1H-indazol-3-yl)methyl)-2-((1H-pyrazol-3-yl)methyl)-4-methyl-4H-thiazolo[5',4':4,5]pyrrolo[2,3-d]pyridazin-5(6H)-one